N1(CCCCC1)CCO 2-(piperidin-1-yl)-ethanol